C(CCCCCCCCCCC)(=O)OOC(C)(C)C tertiary-butyl peroxylaurate